FC(COC=1C(=NC=C(C1)C=C)OC1=CC=2N(C=C1)N=C(C2)C(=O)[O-])(F)F.[Li+] lithium 5-((3-(2,2,2-trifluoroethoxy)-5-vinylpyridin-2-yl)oxy)pyrazolo[1,5-a]pyridine-2-carboxylate